(R)-1-(5-Ethynyl-1,3,4-thiadiazol-2-yl)-3-(2-hydroxy-1-(4-(1-hydroxyisoquinolin-8-yl)phenyl)ethyl)urea C(#C)C1=NN=C(S1)NC(=O)N[C@@H](CO)C1=CC=C(C=C1)C=1C=CC=C2C=CN=C(C12)O